(S)-2-((((9H-fluoren-9-yl)methoxy)carbonyl)amino)-3-(3-chloro-1H-indol-5-yl)propanoic acid C1=CC=CC=2C3=CC=CC=C3C(C12)COC(=O)N[C@H](C(=O)O)CC=1C=C2C(=CNC2=CC1)Cl